ethyl 5-chloro-7-(1H-pyrazol-4-yl)pyrazolo[1,5-a]pyrimidine-2-carboxylate ClC1=NC=2N(C(=C1)C=1C=NNC1)N=C(C2)C(=O)OCC